CC(C(=O)OCC)=C ethyl (methyl)acrylate